1-(3-(Piperidin-4-yl)imidazo[1,5-a]pyridin-8-yl)dihydropyrimidine-2,4(1H,3H)-dione N1CCC(CC1)C1=NC=C2N1C=CC=C2N2C(NC(CC2)=O)=O